FC(C(=O)N1CC=2C=C(C=NC2CC1)C1=CC=C(C=C1)C(F)(F)F)=C 2-fluoro-1-(3-(4-(trifluoromethyl)phenyl)-7,8-dihydro-1,6-naphthyridin-6(5H)-yl)prop-2-en-1-one